2-(4-methoxyphenyl)-4,4,5,5-tetramethyl-1,3,2-dioxaborolane COC1=CC=C(C=C1)B1OC(C(O1)(C)C)(C)C